NC1=NN2C([C@@H]([C@H](CC2)[C@H]2N3C(C4=CC=CC=C24)=CN=C3)O)=C1 (4R,5R)-2-Amino-5-((R)-5H-imidazo[5,1-a]isoindol-5-yl)-4,5,6,7-tetrahydropyrazolo[1,5-a]pyridin-4-ol